4-(4-(4-((2-(2,6-dioxopiperidin-3-yl)-6-fluoro-1-oxoisoindolin-5-yl)methyl)piperazine-1-yl)piperidin-1-yl)-N-(4-methyl-3-((4-(pyridin-3-yl)pyrimidin-2-yl)amino)phenyl)benzamide O=C1NC(CCC1N1C(C2=CC(=C(C=C2C1)CN1CCN(CC1)C1CCN(CC1)C1=CC=C(C(=O)NC2=CC(=C(C=C2)C)NC2=NC=CC(=N2)C=2C=NC=CC2)C=C1)F)=O)=O